FC1(CN([C@@H]([C@@H](O1)C)CNC1=NC=CC(=C1)C(F)(F)F)C(=O)OC(C)(C)C)F tert-Butyl (5R,6S)-2,2-difluoro-6-methyl-5-(((4-(trifluoromethyl)pyridin-2-yl)amino)methyl)morpholine-4-carboxylate